tert-butyl 4-(5-(7-fluoro-2-methyl-2H-indazol-5-yl)-2H-thieno[3,2-c]pyrazol-2-yl)piperidine-1-carboxylate FC1=CC(=CC2=CN(N=C12)C)C1=CC2=NN(C=C2S1)C1CCN(CC1)C(=O)OC(C)(C)C